methyl 2-((tert-butoxycarbonyl)amino)-7-((7-(dimethylamino)naphthalene-2-yl)oxy)-1,2,3,4-tetrahydronaphthalene-2-carboxylate C(C)(C)(C)OC(=O)NC1(CC2=CC(=CC=C2CC1)OC1=CC2=CC(=CC=C2C=C1)N(C)C)C(=O)OC